(2-Allyloxy-2-oxo-ethyl) 1-[2-chloro-4-fluoro-5-[3-methyl-2,6-dioxo-4-(trifluoromethyl)pyrimidin-1-yl]phenoxy]cyclobutancarboxylat ClC1=C(OC2(CCC2)C(=O)OCC(=O)OCC=C)C=C(C(=C1)F)N1C(N(C(=CC1=O)C(F)(F)F)C)=O